(7-(2,5-Difluoro-3-methoxyphenyl)-2-azaspiro[3.5]nonan-2-yl)((1s,3s)-3-hydroxy-3-methylcyclobutyl)methanone FC1=C(C=C(C=C1OC)F)C1CCC2(CN(C2)C(=O)C2CC(C2)(C)O)CC1